1,2,3-propanetriol monooctadecanoate C(CCCCCCCCCCCCCCCCC)(=O)O.C(C(CO)O)O